rac-4-((2r,3s)-3-(3,4-difluoro-2-methoxyphenyl)-5-(methoxymethyl)-5-methyltetrahydrofuran-2-carboxamido)picolinic acid methyl ester COC(C1=NC=CC(=C1)NC(=O)[C@@H]1O[C@@](C[C@H]1C1=C(C(=C(C=C1)F)F)OC)(C)COC)=O |&1:14|